COCCNC(=O)C=1N=C2N(C=C(N=C2NCC2CCNCC2)C2=CC(=NC=C2)Cl)C1C 6-(2-Chloro-pyridin-4-yl)-3-methyl-8-[(piperidin-4-ylmethyl)-amino]-imidazo[1,2-a]pyrazine-2-carboxylic acid (2-methoxy-ethyl)-amide